ClC=1C=NN(C(C1Cl)=O)CC(=O)NC1=CC(=C(C=C1)C)S(NCCC=1N=CSC1)(=O)=O 2-(4,5-dichloro-6-oxo-pyridazin-1-yl)-N-[4-methyl-3-(2-thiazol-4-ylethylsulfamoyl)phenyl]acetamide